tert-butyl (4-chloro-5-(3,5-difluorophenyl)-3-nitropyridin-2-yl)carbamate ClC1=C(C(=NC=C1C1=CC(=CC(=C1)F)F)NC(OC(C)(C)C)=O)[N+](=O)[O-]